N-{5-[(6,7-dimethoxy-4-quinolyl)oxy]-2-pyridyl}-2,5-dioxo-1-phenyl-1,2,5,6,7,8-hexahydro-3-quinolinecarboxamide ethanedisulfonate C(CS(=O)(=O)O)S(=O)(=O)O.COC=1C=C2C(=CC=NC2=CC1OC)OC=1C=CC(=NC1)NC(=O)C=1C(N(C=2CCCC(C2C1)=O)C1=CC=CC=C1)=O